FC1=CC(=C(C=C1)N1CCC(CC1)N)[N+](=O)[O-] 1-(4-fluoro-2-nitrophenyl)hexahydropyridin-4-amine